(4-chloro-2-dibenzofuran-2-ylphenylethynyl)-trimethylsilane ClC1=CC(=C(C=C1)C#C[Si](C)(C)C)C1=CC2=C(OC3=C2C=CC=C3)C=C1